(S)-4-(Methylthio)-N-(4-(morpholin-2-yl)phenyl)benzamide CSC1=CC=C(C(=O)NC2=CC=C(C=C2)[C@H]2CNCCO2)C=C1